1-[2-Cyclopropylmethoxy-1,2-bis-(4-fluorophenyl)ethyl]-1H-pyridin-2-one C1(CC1)COC(C(C1=CC=C(C=C1)F)N1C(C=CC=C1)=O)C1=CC=C(C=C1)F